BrC1=CC2=CC=C(C(=C2C=C1)C=1C(=CC=C2C=C(C=CC12)Br)O)O Racemic-6,6'-dibromo[1,1'-binaphthalene]-2,2'-diol